1-(4-(2-(2-(2-hydroxyethoxy)ethoxy)ethyl)piperazin-1-yl)-3-(2-(trifluoromethyl)-10H-phenothiazin-10-yl)propan-2-ol OCCOCCOCCN1CCN(CC1)CC(CN1C2=CC=CC=C2SC=2C=CC(=CC12)C(F)(F)F)O